NC1=C(C=CC(=C1)O)C(/C=C/C1=CC=C(OC(C(=O)O)(C)C)C=C1)=O 2-[4-[(E)-3-(2-Amino-4-hydroxyphenyl)-3-oxoprop-1-enyl]phenoxy]-2-methylpropanoic acid